C1=CC=CC=2C=CC=3C=4C=CC5=C(C4NC3C21)C=CC=C5 13H-Dibenzo[a,i]carbazole